4-Benzyl 1-tert-butyl 2,6-dimethylpiperazine-1,4-dicarboxylate CC1N(C(CN(C1)C(=O)OCC1=CC=CC=C1)C)C(=O)OC(C)(C)C